2-bromo-6-(4-isopropyl-4H-1,2,4-triazole-3-yl)pyridine BrC1=NC(=CC=C1)C1=NN=CN1C(C)C